ClC=1C=C(C=CC1Cl)CC(=O)O 2-(3,4-dichlorophenyl)acetic acid